3-(4-(3,5-difluoro-2-(trifluoromethyl) phenyl) piperidin-1-carbonyl)-1,4,6,7-tetrahydro-5H-pyrazolo[4,3-c]pyridin-5-carboxylate FC=1C(=C(C=C(C1)F)C1CCN(CC1)C(=O)C1=NNC2=C1CN(CC2)C(=O)[O-])C(F)(F)F